C(CS(=O)(=O)F)S(=O)(=O)F ethane-1,2-disulfonyl difluoride